tetracyclo[7.4.0.02,7.110,13]tetradec-2,4,6,11-tetraene C12C3=CC=CC=C3CC2C2C=CC1C2